COC1=CC=C(C=C1)[C@H](C)N[C@H]1CCCC=2C=CC=NC12 (S)-N-((S)-1-(4-methoxyphenyl)ethyl)-5,6,7,8-tetrahydroquinolin-8-amine